diethyl(3-(N-(6,7-dimethoxyquinazolin-4-yl)-S-methylsulfonimidoyl) phenyl)phosphonate C(C)OP(OCC)(=O)C1=CC(=CC=C1)S(=O)(=NC1=NC=NC2=CC(=C(C=C12)OC)OC)C